4-Bromo-2-methyl-1-(1-methyl-cyclopropyl)sulfonyl-benzene BrC1=CC(=C(C=C1)S(=O)(=O)C1(CC1)C)C